FC(C1=NC=CC(=C1)OC1CCN(CC1)C(=O)OC(C)(C)C)(F)F tert-butyl 4-((2-(trifluoromethyl)pyridin-4-yl)oxy)piperidine-1-carboxylate